4-fluoro-N-{[3-fluoro-4-(propan-2-yl)phenyl](phenyl)methyl}-1-[2-(4-methyl-1H-1,2,3-triazol-1-yl)acetyl]pyrrolidine-2-carboxamide FC1CC(N(C1)C(CN1N=NC(=C1)C)=O)C(=O)NC(C1=CC=CC=C1)C1=CC(=C(C=C1)C(C)C)F